1-(2-Chloro-4-((ethylamino)methyl)phenyl-1H-imidazol-4-yl)-N-((3R,4R)-3-fluoro-1-(methylsulfonyl)piperidin-4-yl)-5-(trifluoromethyl)pyrimidin-2-amine ClC1=C(C=CC(=C1)CNCC)N1C=NC(=C1)N1C(N=CC(=C1)C(F)(F)F)N[C@H]1[C@@H](CN(CC1)S(=O)(=O)C)F